C(C=C)N1N=CN=C1 1-allyl-1H-1,2,4-triazole